5-{[(3R,4R)-1-(4-chloro-2,6-difluorophenyl)-3,4-dihydroxypiperidin-4-yl]Methoxy}-8-fluoro-3,4-dihydroquinolin-2(1H)-one ClC1=CC(=C(C(=C1)F)N1C[C@H]([C@](CC1)(O)COC1=C2CCC(NC2=C(C=C1)F)=O)O)F